1-methyl-2-(p-formylstyryl)quinolinium C[N+]1=C(C=CC2=CC=CC=C12)C=CC1=CC=C(C=C1)C=O